tert-butyl (5,7-difluoro-4-hydroxybenzo[d]thiazol-2-yl)carbamate FC=1C=C(C2=C(N=C(S2)NC(OC(C)(C)C)=O)C1O)F